NC(C)C=1C=C(C#N)C=C(C1)C(C(C)(C)O)(F)F 3-(1-aminoethyl)-5-(1,1-difluoro-2-hydroxy-2-methylpropyl)benzonitrile